N,N-diisopropyl-2-ethylhexyl-amine C(C)(C)N(C(C)C)CC(CCCC)CC